γ-methylacryloyloxypropylmethyldimethoxysilane CC=CC(=O)OCCC[Si](OC)(OC)C